ClC1=C(C=CC=C1Cl)N1CCN(CC1)CC[C@@H]1CC[C@H](CC1)NC(=O)N trans-N-{4-{2-[4-(2,3-dichlorophenyl)-piperazin-1-yl]-ethyl}-cyclohexyl}-urea